(3R*,5R*)-5-(2-((4-(((R)-1-methoxypropan-2-yl)amino)cyclohexyl)amino)pyrimidin-5-yl)tetrahydrofuran-3-yl ((S)-sec-butyl)carbamate [C@H](C)(CC)NC(O[C@H]1CO[C@H](C1)C=1C=NC(=NC1)NC1CCC(CC1)N[C@@H](COC)C)=O |o1:7,10|